CC1=C(C=CC=C1NC(C1=NC=C(C(=C1)C)CNC(CO)CO)=O)C1=C(C(=CC=C1)NC(C1=NC=C(C(=C1)C)CNC(CO)CO)=O)C N,N'-(2,2'-dimethyl-[1,1'-biphenyl]-3,3'-diyl)bis(5-(((1,3-dihydroxypropan-2-yl)amino)methyl)-4-methylpicolinamide)